N-(1-cyclopropyl-2-oxo-1,2-dihydropyridin-3-yl)-7-isopropoxy-2-(4-methyl-2-oxabicyclo[2.1.1]hex-1-yl)imidazo[1,2-a]pyrimidine-6-carboxamide C1(CC1)N1C(C(=CC=C1)NC(=O)C=1C(=NC=2N(C1)C=C(N2)C21OCC(C2)(C1)C)OC(C)C)=O